Butyryl-L-Carnitine CCCC(=O)O[C@H](CC(=O)[O-])C[N+](C)(C)C